C(CCC)[Mg]CC butyl-(ethyl)magnesium